4-(2-(benzyloxy)-4-bromophenyl)-7-(methylthio)pyrazolo[1,5-d][1,2,4]triazine C(C1=CC=CC=C1)OC1=C(C=CC(=C1)Br)C=1C=2N(C(=NN1)SC)N=CC2